O1CNCCCC1 1,3-Oxazepan